tert-butyl (3R)-1-((1r,4R)-4-((5-(2,6-dioxopiperidin-3-yl)pyridin-3-yl)amino)cyclohexane-1-carbonyl)pyrrolidine-3-carboxylate O=C1NC(CCC1C=1C=C(C=NC1)NC1CCC(CC1)C(=O)N1C[C@@H](CC1)C(=O)OC(C)(C)C)=O